aminobicyclo[2.2.2]octane-2-carboxylate NC12C(CC(CC1)CC2)C(=O)[O-]